3-bromo-7-chloro-1-(2-fluoroethyl)-1,6-naphthyridin-2(1H)-one BrC=1C(N(C2=CC(=NC=C2C1)Cl)CCF)=O